(5-methyl-3-pyridyl)-[4-(2-tricyclo[9.4.0.03,8]pentadeca-1(11),3(8),4,6,12,14-hexaenyl)piperazin-1-yl]methanone CC=1C=C(C=NC1)C(=O)N1CCN(CC1)C1C=2C=CC=CC2CCC=2C=CC=CC12